1-cyanocyclobutanecarboxylic acid C(#N)C1(CCC1)C(=O)O